FC=1C(=NC=C(C1)C(C(C(F)(F)F)(F)F)(F)F)NC(C1=C(C=CC(=C1)[N+](=O)[O-])SC1=NN=NN1CCOCCOC)=O N-[3-fluoro-5-(1,1,2,2,3,3,3-heptafluoropropyl)-2-pyridyl]-2-[1-[2-(2-methoxyethoxy)ethyl]tetrazol-5-yl]sulfanyl-5-nitro-benzamide